C(C)(C)(C)C1=CC=C(N=N1)C=1C=C2CCN(C(C2=CC1)=O)C=1C=CC(=C(C1)NS(=O)(=O)C)O N-(5-(6-(6-(tert-butyl)pyridazin-3-yl)-1-oxo-3,4-dihydroisoquinolin-2(1H)-yl)-2-hydroxyphenyl)methanesulfonamide